C(N)([S-])=S.C1(=C(C=CC=C1)NC([O-])=O)C.C1(=C(C=CC=C1)NC([O-])=O)C.[Cu+3] copper bis(o-tolylcarbamate) dithiocarbamate